CC=1C(C(=CNC1)C=O)=O 5-methyl-4-oxo-1,4-dihydropyridine-3-carbaldehyde